methyl-(2-propenyl)phosphinic acid 1,1-dimethyl-2-propynyl ester CC(C#C)(C)OP(=O)(CC=C)C